C(C)(C)N1N=C(C(C2=CC=C(C=C12)C(F)(F)F)=O)CC(=O)O 2-(1-isopropyl-4-oxo-7-(trifluoromethyl)-1,4-dihydrocinnolin-3-yl)acetic acid